1-Penten-3-Ol C=CC(CC)O